3-methyl-N-(2-(1-methyl-1H-pyrazol-4-yl)-4,5,6,7-tetrahydrobenzothien-4-yl)-1,3-dihydrofuro[3,4-c]quinoline-8-carboxamide CC1OCC2=C1C=NC=1C=CC(=CC21)C(=O)NC2CCCC1=C2C=C(S1)C=1C=NN(C1)C